FC1=CC=C(C=C1)C1=NC=C(C(=C1)C=1NC=CC1C(=O)NC(CNC(C)=O)C1=CC=CC=C1)C 2-((4-fluoro-phenyl)-5-methylpyridin-4-yl)-N-(2-acetamido-1-phenylethyl)-1H-pyrrole-3-carboxamide